NC1=CC=CC(=N1)S(=O)(=O)NC(=O)C=1C(=NC(=CC1)C1=CC=C(C=C1)OCC)N1CCC(CC1)C N-[(6-Amino-2-pyridyl)sulfonyl]-6-(4-ethoxyphenyl)-2-(4-methyl-1-piperidyl)pyridin-3-carboxamid